C(C)(C)(C)OC(=O)N1[C@@H](C[C@H](C1)OC)C(=O)OC methyl (2S,4R)-(1-t-butoxycarbonyl-4-methoxy-2-pyrrolidinyl)carboxylate